(R)-3-(1-(2-(2-methoxyphenyl)-2-((tetrahydro-2H-pyran-4-yl)oxy)ethyl)-5-methyl-6-(oxazol-2-yl)-2,4-dioxo-1,4-dihydrothieno[2,3-d]pyrimidine-3(2H)-yl)benzoic acid COC1=C(C=CC=C1)[C@H](CN1C(N(C(C2=C1SC(=C2C)C=2OC=CN2)=O)C=2C=C(C(=O)O)C=CC2)=O)OC2CCOCC2